C(CCN(CCCN)CCCN)CN.Cl.Cl.Cl.Cl N'-bis(3-aminopropyl)-1,4-butanediamine tetrahydrochloride